C(CCC)OC(CCC1=CC(=C(C(=C1)C(C)(C)C)O)C(C)(C)C)=O.ClC1=NC(=NC2=CC(=C(C=C12)OC)OC)C1=CC=NC=C1 4-chloro-6,7-dimethoxy-2-(pyridin-4-yl)quinazoline butyl-3-(3,5-ditert-butyl-4-hydroxyphenyl)propanoate